(4-bromo-2-chloropyridin-3-yl)methanol BrC1=C(C(=NC=C1)Cl)CO